2,4-Dichloro-5-hydroxypyrimidine ClC1=NC=C(C(=N1)Cl)O